1-[2-Hydroxy-4-(3-methylbut-2-enoxy)phenyl]-3-(4-methylsulfanylphenyl)prop-2-en-1-one OC1=C(C=CC(=C1)OCC=C(C)C)C(C=CC1=CC=C(C=C1)SC)=O